FC[C@@H]1[C@H]([C@H]([C@@H](O1)N1C=NC=2C(N)=NC=NC12)O)O 5'-Fluoro-5'-deoxyadenosine